CC(=C)C(=O)OC(C(F)(F)F)C(F)(F)F methacrylic acid 1,1,1,3,3,3-hexafluoroisopropyl ester